C(C1=CC=CC=C1)N1CCC(CC1)C(CCC1=CC=CC=C1)=O 1-(1-benzyl-piperidin-4-yl)-3-phenylpropan-1-one